copper vanadium phosphorus [P].[V].[Cu]